N-methyl-thiophene-3-carboxamide CNC(=O)C1=CSC=C1